C(C)(CC)O[In](OC(C)CC)OC(C)CC tris(s-butoxy)indium